1-(3-(1-(methylsulfonyl)-3-azetidinyl)benzoyl)-D-prolinamide CS(=O)(=O)N1CC(C1)C=1C=C(C(=O)N2[C@H](CCC2)C(=O)N)C=CC1